P(OC(C(C(C(C(C(F)(F)F)(F)F)(F)F)(F)F)(F)F)(F)F)([O-])=O perfluorohexyl phosphonate